FC1CN(C1)CCC=1C(=CC(N(C1)C(C(=O)O)CC(C)C)=O)C(F)(F)F 2-(5-(2-(3-fluoroazetidine-1-yl)ethyl)-2-oxo-4-(trifluoromethyl)pyridine-1(2H)-yl)-4-methylpentanoic acid